C(C1=CC=CC=C1)(=O)OC[C@@H]1CN(C[C@@H](O1)N1C(N=C(C=C1)NC(C1=CC=CC=C1)=O)=O)[P@](=O)(N(C)C)OC[C@@H]1CNC[C@@H](O1)N1C(N=C(C=C1)NC(C1=CC=CC=C1)=O)=O ((2S,6R)-6-(4-benzamido-2-oxopyrimidin-1(2H)-yl)-4-((S)-(((2S,6R)-6-(4-benzamido-2-oxopyrimidin-1(2H)-yl)morpholin-2-yl)methoxy)(dimethylamino)phosphoryl)morpholin-2-yl)methyl benzoate